FC1=C(C=C(C(=C1O)F)C(F)(F)F)C1=NN(C2=NC(=NC=C21)N(C2CCN(CC2)C(C)=O)C)C 1-(4-((3-(2,4-Difluoro-3-hydroxy-5-(trifluoromethyl)phenyl)-1-methyl-1H-pyrazolo[3,4-d]pyrimidin-6-yl)(methyl)amino)piperidin-1-yl)ethan-1-one